(R)-2-(4-(3-fluoropyrrolidin-1-yl)phenyl)-6,7-dihydrothiazolo[5,4-c]pyridin-4(5H)-one F[C@H]1CN(CC1)C1=CC=C(C=C1)C=1SC=2C(NCCC2N1)=O